8,8-dimethyl-10-methylundecane CC(CCCCCCC)(CC(C)C)C